ClC=1C=2C(N=C3N(C2C=CC1)C1=CC(=CC=C1C3(C)C)C3CCN(CC3)CC3CC(C3)C(=O)OC)=O methyl 3-((4-(4-chloro-7,7-dimethyl-5-oxo-5,7-dihydroindolo[1,2-a]quinazolin-10-yl)piperidin-1-yl)methyl)cyclobutane-1-carboxylate